OC=1C=C(C=CC1OC)/C=C/C(=O)N[C@@H](CCC(=O)O)C(=O)O (E)-(3-(3-hydroxy-4-methoxyphenyl)acryloyl)-L-glutamic acid